P(=O)(OCCCCCCCC)(OCCCCCCCCCCCC)[O-] n-octyl dodecyl phosphate